3-(5-(1-((1H-indazol-6-yl)methyl)piperidin-4-yl)-6-fluoro-1-oxoisoindolin-2-yl)piperidine-2,6-dione N1N=CC2=CC=C(C=C12)CN1CCC(CC1)C=1C=C2CN(C(C2=CC1F)=O)C1C(NC(CC1)=O)=O